O=C1C=2C=C(C=CC2C2=NC(=C(N=C21)C#N)C#N)C2=CC=CC=C2 9-oxo-7-phenyl-9H-indeno[1,2-b]pyrazine-2,3-dinitrile